2-chloromethylpropene ClCC(=C)C